OC(CC1=CC=C(CC=2C(NC3=CC=CC=C3C2)=O)C=C1)(C)C 3-(4-(2-Hydroxy-2-methylpropyl)benzyl)quinolin-2(1H)-one